tert-butyl 4-(2-(4-(7-(6-cyano-5-(trifluoromethyl) pyridin-3-yl)-8-oxo-6-thioxo-5,7-diazaspiro[3.4]oct-5-yl)-2-ethylphenoxy) ethyl)-2,2-dimethylpiperidine-1-carboxylate C(#N)C1=C(C=C(C=N1)N1C(N(C2(CCC2)C1=O)C1=CC(=C(OCCC2CC(N(CC2)C(=O)OC(C)(C)C)(C)C)C=C1)CC)=S)C(F)(F)F